C12(C(CC(CC1)C2)C(=O)[O-])C(=O)[O-] norbornane-1,2-dicarboxylate